(1S,2S)-2-(3-chlorophenyl)-N-(4-(((6-cyclopropyl-8-((S)-2-methyl-5-oxopyrrolidin-1-yl)imidazo[1,2-a]pyridin-2-yl)methyl)amino)pyridin-2-yl)cyclopropane-1-carboxamide ClC=1C=C(C=CC1)[C@@H]1[C@H](C1)C(=O)NC1=NC=CC(=C1)NCC=1N=C2N(C=C(C=C2N2[C@H](CCC2=O)C)C2CC2)C1